OC1=C(C=CC(=C1)O)C1=NC(=NC(=N1)C1=C(C=C(C=C1)O)O)C1=CC=C(C=C1)OC 2,4-bis(2,4-dihydroxyphenyl)-6-(4-methoxyphenyl)-s-triazine